N-(2-(4-chlorobenzyl)-4-sulfamoyl-2H-indazol-6-yl)-2-(2-chlorophenyl)acetamide ClC1=CC=C(CN2N=C3C=C(C=C(C3=C2)S(N)(=O)=O)NC(CC2=C(C=CC=C2)Cl)=O)C=C1